COC=C(C(=O)O)C1=CC2=C(C=C1)OCO2 3-methoxy-2-(3,4-methylenedioxyphenyl)-2-propenoic acid